C(C)C1=C(OCC(C1)CC)CCC 3,5-diethyl-2-propyl-4,6-dihydro-5H-pyran